α-D-fucose O[C@@H]1[C@H](O)[C@@H](O)[C@@H](O)[C@H](O1)C